3-(chloromethyl)-5-(4-fluorophenyl)-1,2,4-oxadiazolen ClCC1=NOC(N1)C1=CC=C(C=C1)F